ethyl 2-chloro-5-(1,3-dioxolan-2-yl)-6-[2-fluoro-4-(trifluoromethyl)phenyl]pyrimidine-4-carboxylate ClC1=NC(=C(C(=N1)C(=O)OCC)C1OCCO1)C1=C(C=C(C=C1)C(F)(F)F)F